C1C=2N(CCN1CC(CN1C(NCC1)=O)O)C=CC2 3-(3-(3,4-dihydropyrrolo[1,2-a]pyrazin-2(1H)-yl)-2-hydroxypropyl)imidazolidin-2-one